Tert-butyl (12aR)-8-fluoro-9-(1-methoxy-7-methylisoquinolin-8-yl)-3,4,12,12a-tetrahydro-6H-pyrazino[2,1-c][1,4]benzoxazepine-2(1H)-carboxylate FC=1C(=CC2=C(CN3[C@@H](CO2)CN(CC3)C(=O)OC(C)(C)C)C1)C=1C(=CC=C3C=CN=C(C13)OC)C